2,4-Dihydroxy-Trans-Cinnamic Acid OC1=C(/C=C/C(=O)O)C=CC(=C1)O